5-(3-isopropyl-5-(piperidin-4-yl)-1H-indol-2-yl)-1,3,6-trimethylpyridin-2(1H)-one C(C)(C)C1=C(NC2=CC=C(C=C12)C1CCNCC1)C=1C=C(C(N(C1C)C)=O)C